(Z)-tetradec-11-en-1-ol C(CCCCCCCCC\C=C/CC)O